19-bromo-4,6,8,10,12,14,16-heptamethyl-nonadecylenoxymethyl ether BrC1CCC(CC(CC(CC(CC(CC(CC(CCCOCO1)C)C)C)C)C)C)C